C(C)C=1C(NC=2C=C(C=NC2C1)CN1CCN(C2(COC2)C1)C=1C=CC(=NC1C)C(=O)NC)=O 5-(8-((7-ethyl-6-oxo-5,6-dihydro-1,5-naphthyridin-3-yl)methyl)-2-oxa-5,8-diazaspiro[3.5]nonan-5-yl)-N,6-dimethylpicolinamide